NCC1=CC=C(C=C1)B(O)O (4-(aminomethyl)phenyl)boronic acid